3-(4-(aminomethyl)phenyl)-6-((1-(4-(5-chlorothien-2-yl)-2-fluorobenzyl)-4-hydroxypiperidin-4-yl)methyl)-2-methyl-2,6-dihydro-7H-pyrazolo[4,3-d]pyrimidin-7-one dihydrochloride Cl.Cl.NCC1=CC=C(C=C1)C=1N(N=C2C1N=CN(C2=O)CC2(CCN(CC2)CC2=C(C=C(C=C2)C=2SC(=CC2)Cl)F)O)C